(1r,2s)-2-hydroxyinden-1-amine OC=1[C@@H](C2=CC=CC=C2C1)N